coniferyl alcohol C(\C=C\C1=CC(OC)=C(O)C=C1)O